tert-butyl 5-(benzofuran-5-ylsulfonyl)-3,4,5,6-tetrahydropyrrolo[3,4-c]pyrrole-2(1H)-carboxylate O1C=CC2=C1C=CC(=C2)S(=O)(=O)N2CC1=C(C2)CN(C1)C(=O)OC(C)(C)C